ClC=1C(=C(OC2CN(CC2)C(=O)OC(C)(C)C)C=C(C1)NC(CCC=1C=C2C(N(CC2=CC1)C1C(NC(CC1)=O)=O)=O)=O)C tert-butyl 3-(3-chloro-5-(3-(2-(2,6-dioxopiperidin-3-yl)-3-oxoisoindolin-5-yl)propanamido)-2-methylphenoxy)pyrrolidine-1-carboxylate